(3R,8R*)-N-(3-Cyano-4-fluorophenyl)-8-(isoxazol-3-yl)-3,10-dimethyl-11-oxo-3,4,8,9,10,11-hexahydro-1H-pyrido[4',3':3,4]pyrazolo[1,5-a][1,4]diazepine-2(7H)-carboxamide C(#N)C=1C=C(C=CC1F)NC(=O)N1CC=2C(=NN3C2C(N(C[C@H](C3)C3=NOC=C3)C)=O)C[C@H]1C |o1:22|